FC(C=1C=NN(C1)[C@H]1C[C@@H](N(CC1)CC1=C2C=CNC2=C(C=C1OC)C)C1=C(C(=O)O)C=CC=C1)F (2R,4R)-(4-(4-(difluoromethyl)-1H-pyrazol-1-yl)-1-((5-methoxy-7-methyl-1H-indol-4-yl)methyl)piperidin-2-yl)benzoic acid